2-(3,3-difluoropyrrolidin-1-yl)ethan-1-ol FC1(CN(CC1)CCO)F